FC1=CC=C(C=C1)[C@@H](C)NC=1CCC=2N(N1)C(=NN2)C(F)(F)F (R)-N-(1-(4-fluorophenyl)ethyl)-3-(trifluoromethyl)-7,8-dihydro-[1,2,4]triazolo[4,3-b]pyridazin-6-amine